(±)-5-(8-chloro-3-(cis-2-fluorocyclopropanecarboxamido)isoquinolin-6-yl)-6-methyl-1H-benzo[d]imidazole-1-carboxylic acid tert-butyl ester C(C)(C)(C)OC(=O)N1C=NC2=C1C=C(C(=C2)C=2C=C1C=C(N=CC1=C(C2)Cl)NC(=O)[C@H]2[C@H](C2)F)C |r|